C(C)(C)(C)C1=NC2=CC=C(C=C2C(=C1)C(=O)O)C1CCC(CC1)C#N.COC1=C(C=CC=C1)C(C)C1=C(C=C(O)C=C1)O 4-[1-(2-methoxyphenyl)ethyl]resorcinol tert-butyl-6-((1r,4SR)-4-cyanocyclohexyl)-quinoline-4-carboxylate